CNS(=O)(=O)CC1=CC2=C(C=C1)NC=C2CCN(C)C.C(CC(=O)O)C(=O)O The molecule is a succinate salt obtained by reaction of sumatriptan with one equivalent of succinic acid. Selective agonist for a vascular 5-HT1 receptor subtype (probably a member of the 5-HT1D family). Used for the acute treatment of migraine with or without aura in adults. It has a role as a serotonergic agonist and a vasoconstrictor agent. It contains a sumatriptan(1+).